(1R,4R,7R)-2-{2-[1-(cyclopropylmethyl)-1H-indol-2-yl]-7-methoxy-1-[(1-methyl-1H-pyrazol-5-yl)methyl]-1H-1,3-benzodiazole-5-carbonyl}-2-azabicyclo[2.2.1]heptan-7-amine C1(CC1)CN1C(=CC2=CC=CC=C12)C1=NC2=C(N1CC1=CC=NN1C)C(=CC(=C2)C(=O)N2[C@@H]1CC[C@H](C2)[C@H]1N)OC